C(C)(C)(C)OC(=O)N1[C@@H](CCC1)C(=O)N1[C@@H](CN(CC1)CC(F)F)C (S)-2-((R)-4-(2,2-difluoroethyl)-2-methylpiperazine-1-carbonyl)pyrrolidine-1-carboxylic acid tert-butyl ester